O1CCN(CC1)C1=CC2=C(C3=C(O2)C=CC=C3)C=C1 7-morpholinodibenzo[b,d]furan